OCC1=CC(=NC=C1)N1N=CC(=C1)S(=O)(=O)NC=1C(=CC=C2C=NN(C12)C)OC 1-[4-(hydroxymethyl)pyridin-2-yl]-N-(6-methoxy-1-methylindazol-7-yl)pyrazole-4-sulfonamide